1-(Isoquinolin-5-yl)cyclopropanamine C1=NC=CC2=C(C=CC=C12)C1(CC1)N